methyl 2-[4-chloro-5-[(E)-hydroxyiminomethyl]-6-oxo-pyridazin-1-yl]acetate ClC=1C=NN(C(C1/C=N/O)=O)CC(=O)OC